ClC1=CC(=C(C(=C1)F)N1CCC(CC1)(O)COC1=CC(NC2=C(C=CC=C12)F)=O)F 4-((1-(4-chloro-2,6-difluorophenyl)-4-hydroxypiperidin-4-yl)methoxy)-8-fluoroquinolin-2(1H)-one